triethoxysilylundecanal CCO[Si](CCCCCCCCCCC=O)(OCC)OCC